(3R)-6-[1-(1-acetylpiperidin-4-yl)-1-hydroxyethyl]-2-{[5-chloro-3-(hydroxymethyl)pyridin-2-yl]methyl}-3-(4-chlorophenyl)-4-fluoro-3-methoxy-2,3-dihydro-1H-isoindol-1-one C(C)(=O)N1CCC(CC1)C(C)(O)C1=CC(=C2[C@](N(C(C2=C1)=O)CC1=NC=C(C=C1CO)Cl)(OC)C1=CC=C(C=C1)Cl)F